1H-benzimidazolium bromide salt [Br-].[NH2+]1C=NC2=C1C=CC=C2